2-((4-((R)-2-(4-chloro-2-(methoxy-d3)phenyl)-2H-chromen-8-yl-2-d)piperidin-1-yl)methyl)-3-(((S)-oxetan-2-yl)methyl)-3H-imidazo[4,5-b]pyridine-5-carboxylic acid ClC1=CC(=C(C=C1)[C@@]1(OC2=C(C=CC=C2C=C1)C1CCN(CC1)CC1=NC=2C(=NC(=CC2)C(=O)O)N1C[C@H]1OCC1)[2H])OC([2H])([2H])[2H]